FC1(C(C\C(\CC1)=C(\C(=O)[O-])/C)C1=CC=NC=C1)F (E)-2-(4,4-difluoro-3-(pyridin-4-yl)cyclohexylidene)propanoate